FC1=CC=C(OC=2C=C(C=C(C2)OC2=CC=C(C=C2)C(NC)=O)NC(=O)N2CCN(CC2)C2=CC=C(C=C2)OC)C=C1 N-(3-(4-fluorophenoxy)-5-(4-(methylcarbamoyl)phenoxy)phenyl)-4-(4-methoxyphenyl)piperazine-1-carboxamide